COC1=CC=C(C=C1)CN1[C@@H](C[C@H](CC1)CCO)C 2-[(2R,4S)-1-[(4-methoxyphenyl)methyl]-2-methyl-4-piperidinyl]ethanol